FC1=CC(=C(C=C1)C(CCCCC)O)C1=NN=NN1 1-(4-Fluoro-2-(1H-tetrazol-5-yl)phenyl)hexan-1-ol